CC=1C=C(C=CC1C)C1[C@@H]2CN(C[C@H]12)C(=O)C1CC2(C1)NC(CC2)=O (2r,4S)-2-((1R,5S,6S)-6-(3,4-Dimethylphenyl)-3-azabicyclo[3.1.0]hexan-3-carbonyl)-5-azaspiro[3.4]octan-6-on